2-(3-(6-methylpyridine-2-yl)-1H-pyrazole-4-yl)-1,5-naphthyridine CC1=CC=CC(=N1)C1=NNC=C1C1=NC2=CC=CN=C2C=C1